3-(3-chlorobenzyl)pyrrolidine-2,5-dione ClC=1C=C(CC2C(NC(C2)=O)=O)C=CC1